C(C)OC=1C=C(C=CC1C=1NC(C2=C(N1)NN=N2)=O)C2=CC(=CC=C2)CCO 5-(3-Ethoxy-3'-(2-hydroxyethyl)-[1,1'-biphenyl]-4-yl)-3,6-dihydro-7H-[1,2,3]triazolo[4,5-d]pyrimidin-7-one